8-(3-fluorophenyl)-1,4-dioxaspiro[4.5]dec-7-ene FC=1C=C(C=CC1)C1=CCC2(OCCO2)CC1